1-((2R,3R,4S,5R)-3,4-dihydroxy-5-(hydroxymethyl)tetrahydrofuran-2-yl)-3-((2-(3,7-dimethyl-2,6-dioxo-2,3,6,7-tetrahydro-1H-purin-1-yl)ethoxy)carbonyl)pyridine O[C@H]1[C@@H](O[C@@H]([C@H]1O)CO)N1CC(=CC=C1)C(=O)OCCN1C(N(C=2N=CN(C2C1=O)C)C)=O